N-[[6-[6-[(2S,6R)-2,6-dimethylmorpholin-4-yl]pyrazin-2-yl]-3-isoquinolinyl]methyl]carbamic acid tert-butyl ester C(C)(C)(C)OC(NCC=1N=CC2=CC=C(C=C2C1)C1=NC(=CN=C1)N1C[C@@H](O[C@@H](C1)C)C)=O